(2S,4R)-1-[(2S)-2-(4-cyclopropyltriazol-1-yl)-3,3-dimethyl-butanoyl]-4-hydroxy-N-[3-(triazol-1-ylmethyl)cyclobutyl]pyrrolidine-2-carboxamide C1(CC1)C=1N=NN(C1)[C@H](C(=O)N1[C@@H](C[C@H](C1)O)C(=O)NC1CC(C1)CN1N=NC=C1)C(C)(C)C